C(C)(C)(C)OC(=O)NC(C(=O)O)C(C)(C)C 2-((tert-butoxycarbonyl)amino)-3,3-dimethylbutyric acid